tert-butyl N-{1-[2-({7-[6-(morpholin-4-yl)-9-{[2-(trimethylsilyl)ethoxy]methyl}-9H-purin-8-yl]-7-azaspiro[3.5]nonan-2-yl}amino)pyridin-4-yl]azetidin-3-yl}carbamate N1(CCOCC1)C1=C2N=C(N(C2=NC=N1)COCC[Si](C)(C)C)N1CCC2(CC(C2)NC2=NC=CC(=C2)N2CC(C2)NC(OC(C)(C)C)=O)CC1